C(C)C1=NC(=NO1)C=1C=C2CC[C@H](C2=CC1)C(=O)NC1=CC(=NC=C1)C (R)-5-(5-ethyl-1,2,4-oxadiazol-3-yl)-N-(2-methylpyridin-4-yl)-2,3-dihydro-1H-indene-1-carboxamide